2-(3-methoxypropoxy)-6-methylaniline COCCCOC1=C(N)C(=CC=C1)C